(S)-2-(4-aminophenyl)-8-(3-(((S)-2-cyclopropyl-7-methoxy-5-oxo-5,11a-dihydro-1H-benzo[e]pyrrolo[1,2-a][1,4]diazepin-8-yl)oxy)propoxy)-7-methoxy-1H-benzo[e]pyrrolo[1,2-a][1,4]diazepin NC1=CC=C(C=C1)C=1CC=2N(C=C3C(=NC2)C=C(C(=C3)OC)OCCCOC=3C(=CC2=C(N=C[C@H]4N(C2=O)C=C(C4)C4CC4)C3)OC)C1